C(C)(C)OC1=CC=2N(C=C1C(=O)OC)C=C(N2)C21COC(C2)(C1)C methyl 7-isopropoxy-2-(1-methyl-2-oxabicyclo[2.1.1]hexan-4-yl)imidazo[1,2-a]pyridine-6-carboxylate